N-(3-(diethylcarbamoyl)phenyl)-3-(N-(4-ethoxyphenyl)-N-methylsulfamoyl)thiophene-2-carboxamide C(C)N(C(=O)C=1C=C(C=CC1)NC(=O)C=1SC=CC1S(N(C)C1=CC=C(C=C1)OCC)(=O)=O)CC